C(C)(C)(C)OC(=O)N[C@@H](CC(=O)OCC)C=1C=C(C=C(C1F)C)C1=C(C=CC=C1O)Cl ethyl (3S)-3-[(tert-butoxycarbonyl)amino]-3-{2'-chloro-4-fluoro-6'-hydroxy-5-methyl-[1,1'-biphenyl]-3-yl}propanoate